2-[1-[2-(1,1-Dioxo-1,4-thiazinan-4-yl)-6-methyl-4-oxo-chromen-8-yl]ethylamino]benzoic acid O=S1(CCN(CC1)C=1OC2=C(C=C(C=C2C(C1)=O)C)C(C)NC1=C(C(=O)O)C=CC=C1)=O